2,4'-tetrahydroxybenzophenone C1=CC(=C(C=C1O)O)C(=O)C2=C(C=C(C=C2)O)O